(R)-3-methyl-3-(5-(3-((4-(trifluoromethyl)phenyl)amino)pyridin-2-yl)-1,3,4-thiadiazol-2-yl)pyrrolidin-2-one C[C@@]1(C(NCC1)=O)C=1SC(=NN1)C1=NC=CC=C1NC1=CC=C(C=C1)C(F)(F)F